S(=O)(=O)(C1=CC=C(C)C=C1)O[C@H]1CN(CC1)C(=O)OC(C)(C)C tert-butyl (R)-3-(tosyloxy)pyrrolidine-1-carboxylate